BrC1=CC(=C(C=C1)CC#N)OC 2-(4-bromo-2-methoxyphenyl)acetonitrile